FC1=C(C=CC=C1F)[C@@H]1N(OCC1)C1=CC(=NC=N1)NC=1C(=CC(=C(C1)NC(C=C)=O)N1CCC(CC1)N1CCOCC1)OC N-(5-((6-((R)-3-(2,3-difluorophenyl)-isoxazolidine-2-yl)pyrimidine-4-yl)amino)-4-methoxy-2-(4-morpholinopiperidine-1-yl)phenyl)acrylamide